(2S,4R)-1-(2-(3-acetyl-5-(2-(2-amino-2-oxoethyl)pyrimidin-5-yl)-1H-indazol-1-yl)acetyl)-N-(6-bromopyridin-2-yl)-4-fluoropyrrolidine-2-carboxamide C(C)(=O)C1=NN(C2=CC=C(C=C12)C=1C=NC(=NC1)CC(=O)N)CC(=O)N1[C@@H](C[C@H](C1)F)C(=O)NC1=NC(=CC=C1)Br